(3-cyclohexylidenepropyl)benzene C1(CCCCC1)=CCCC1=CC=CC=C1